C1(=CC=CC=C1)CCC(=O)NC1=C(C(=C(C(=C1F)F)C(F)(F)F)F)F 3-phenyl-N-(2,3,5,6-tetrafluoro-4-(trifluoromethyl)phenyl)propanamide